The molecule is a 2,3-dehydroamino acid resulting from the formal dehydrogenation of the side chain of aspartic acid to introduce a C=C double bond at the 2-3 position. C(=C(/C(=O)O)\\N)\\C(=O)O